C1(=CC=CC=C1)C=1C=CC=2N(C3=CC=C(C=C3C2C1)C1=CC=CC=C1)CCCCCCOP(O)(O)=O [6-(3,6-diphenyl-9H-carbazol-9-yl)hexyl]phosphoric acid